ClC1=CC=C(C(=N1)C=1C=CC2=C(C=NOB2O)C1)NC(C)C=1C=C(C=C2C(C(=C(OC12)N1CCN(CC1)C)C)=O)C 8-[1-[[6-chloro-2-(1-hydroxy-2,3,1-benzoxazaborinin-6-yl)-3-pyridyl]amino]ethyl]-3,6-dimethyl-2-(4-methylpiperazin-1-yl)chromen-4-one